3-[3-[(4-fluoro-3-hydroxyphenyl)methylamino]propionyl]-3-azabicyclo[2.2.1]heptane-2-carbonitrile FC1=C(C=C(C=C1)CNCCC(=O)N1C(C2CCC1C2)C#N)O